5-cyano-2-methoxy-pyridine C(#N)C=1C=CC(=NC1)OC